CC1=CC2=C(C=C1CSC(=[N+](C)C)N(C)C)N=C(S2)C3=CC=C(C=C3)N=NC4=CC=C(C=C4)C5=NC6=C(S5)C=C(C(=C6)CSC(=[N+](C)C)N(C)C)C.[Cl-].[Cl-] The molecule is an organic chloride salt composed of {diazenediylbis[(4,1-phenylene)(6-methyl-1,3-benzothiazole-2,5-diyl)methylenesulfanediyl]}bis[(dimethylamino)-N,N-dimethylmethaniminium] and chloride ions in a 1:2 ratio. It has a role as a histological dye and a fluorochrome. It is an iminium salt and an organic chloride salt. It contains an alcian yellow cation.